C(C(C)C)N1CCN(CC1)C1=CC=C(C=C1)C1=CC2=C(C(=N1)C)N=C(N2C)C2=CC=C(C=C2)S(=O)(=O)C 6-(4-(4-isobutylpiperazin-1-yl)phenyl)-1,4-dimethyl-2-(4-(methylsulfonyl)phenyl)-1H-imidazo[4,5-c]pyridine